P(O)(O)(=S)OC[C@@H]1[C@H]([C@H]([C@@H](O1)N1C(=O)NC(=O)C=C1)OC)O O-methyluridine phosphorothioate